Dioctyl Pentasulfide C(CCCCCCC)SSSSSCCCCCCCC